(S)-1-(5-((4-(3-((2-(1-hydroxyethyl)-1H-imidazol-1-yl)methyl)isoxazol-5-yl)phenyl)ethynyl)pyridin-2-yl)-2-(1H-1,2,4-triazol-1-yl)ethan-1-one O[C@@H](C)C=1N(C=CN1)CC1=NOC(=C1)C1=CC=C(C=C1)C#CC=1C=CC(=NC1)C(CN1N=CN=C1)=O